N-(6-cyano-4-fluoro-1-(1-methylcyclobutyl)-1H-benzo[d]imidazol-2-yl)-2-(1-(trifluoromethyl)cyclopropyl)propanamide C(#N)C=1C=C(C2=C(N(C(=N2)NC(C(C)C2(CC2)C(F)(F)F)=O)C2(CCC2)C)C1)F